C(CCCCCCC\C=C/C\C=C/CCCCC)(=O)OCCC Propyl (9Z,12Z)-octadeca-9,12-dienoate